C1N(CCC2=CC=CC=C12)C[C@H](CN1C(C2=CC=C(C=C2CC1)NC1CCNCC1)=O)O 2-[(2R)-3-(3,4-dihydro-1H-isoquinolin-2-yl)-2-hydroxy-propyl]-6-(4-piperidinylamino)-3,4-dihydroisoquinolin-1-one